pentadecylheptadecyl ketone C(CCCCCCCCCCCCCC)C(=O)CCCCCCCCCCCCCCCCC